3,3'-divinylbiphenyl C(=C)C=1C=C(C=CC1)C1=CC(=CC=C1)C=C